OCCN(C1=CC=C(C=C1)/C=C/C(=O)C1=CC=C(C=C1)NC(C1=CC(=CC=C1)OC)=O)C N-[4-[(E)-3-[4-[2-Hydroxyethyl(methyl)amino]phenyl]prop-2-enoyl]phenyl]-3-methoxybenzamide